Cl.N(C(=N)N)C1=CC=C(C(=O)OC2=CC=C3C=C(N(C3=C2)C)C(NC[C@@H]([C@H]([C@@H]([C@@H](CO)O)O)O)O)=O)C=C1 1-methyl-2-(((2S,3R,4R,5R)-2,3,4,5,6-pentahydroxyhexyl) carbamoyl)-1H-indol-6-yl 4-guanidinobenzoate hydrochloride